4-chloro-5-((3S,4S)-3-fluoro-4-((4-(1-(2-hydroxy-2-methylpropyl)-3,5-dimethyl-1H-pyrazol-4-yl)pyridin-2-yl)oxy)pyrrolidin-1-yl)-2-(2-hydroxyethyl)pyridazin-3(2H)-one ClC=1C(N(N=CC1N1C[C@@H]([C@H](C1)OC1=NC=CC(=C1)C=1C(=NN(C1C)CC(C)(C)O)C)F)CCO)=O